Ethyl 4-((4-fluorophenyl) amino)-6-acetylamino-1H-indole-2-carboxylate FC1=CC=C(C=C1)NC1=C2C=C(NC2=CC(=C1)NC(C)=O)C(=O)OCC